N-(6-(4-((4-(2-(2,6-dioxopiperidin-3-yl)-1,3-dioxoisoindolin-5-yl)piperazin-1-yl)methyl)piperidin-1-yl)pyridin-3-yl)-2,5-dimethylpiperazine-1-carboxamide O=C1NC(CCC1N1C(C2=CC=C(C=C2C1=O)N1CCN(CC1)CC1CCN(CC1)C1=CC=C(C=N1)NC(=O)N1C(CNC(C1)C)C)=O)=O